FC1=C2C3=C(NC2=C(C=C1F)NC)N=CC(=C3N3CCC1CN(CCC13)C)C=1C=C3C(C(=CN(C3=NC1)C)C(=O)O)=O 6-[5,6-difluoro-4-(5-methyl-3,3a,4,6,7,7a-hexahydro-2H-pyrrolo[3,2-c]pyridin-1-yl)-8-(methylamino)-9H-pyrido[2,3-b]indol-3-yl]-1-methyl-4-oxo-1,8-naphthyridine-3-carboxylic acid